(S)-1-(3-(7-methoxy-4-((6-phenoxypyridin-3-yl)amino)quinazolin-6-yl)piperidin-1-yl)prop-2-en-1-one COC1=C(C=C2C(=NC=NC2=C1)NC=1C=NC(=CC1)OC1=CC=CC=C1)[C@H]1CN(CCC1)C(C=C)=O